4-(3-methyl-5-(piperidin-4-yl)-1H-indol-2-yl)-3-ethyl-1H-pyrrolo[2,3-b]pyridine CC1=C(NC2=CC=C(C=C12)C1CCNCC1)C1=C2C(=NC=C1)NC=C2CC